(6Ar)-9-methyl-3-(3-methylhexan-2-yl)-6-methylidene-6a,7,8,10a-tetrahydrobenzo[c]chromen-1-ol CC1=CC2[C@H](C(OC=3C=C(C=C(C23)O)C(C)C(CCC)C)=C)CC1